FC(C(=O)O)(F)F.CCC(CCCCC)=O octane-3-one trifluoroacetate salt